[Si](C)(C)(C(C)(C)C)OCC(=CC(=O)OC(C)(C)C)CO[Si](C)(C)C(C)(C)C tert-butyl 4-[tert-butyl(dimethyl)silyl]oxy-3-[[tert-butyl(dimethyl)silyl]oxymethyl]but-2-enoate